6-methoxy-N-[trans-(7RS,9RS)-3-cyclopropyl-5-(2-methylpropylsulfamoyl)-9-(pyridine-3-carbonylamino)-8,9-dihydro-7H-cyclopenta[H]isoquinolin-7-yl]pyridine-3-carboxamide COC1=CC=C(C=N1)C(=O)N[C@@H]1C[C@H](C=2C1=CC(=C1C=C(N=CC21)C2CC2)S(NCC(C)C)(=O)=O)NC(=O)C=2C=NC=CC2 |r|